[N+](=O)([O-])C1=C2N(C3CCC1O3)CCN2 2,3,5,6,7,8-hexahydro-9-nitro-5,8-epoxy-1H-imidazo[1,2-a]Azepine